C(C)OC1(CCC(CC1)C1CC12N(CCC(C2)C(=O)N)C(=O)C2=NNC(=C2)C2=NC=NC(=C2)C)C(F)(F)F ((1s,4R)-4-ethoxy-4-(trifluoromethyl)cyclohexyl)-4-(5-(6-methylpyrimidin-4-yl)-1H-pyrazole-3-carbonyl)-4-azaspiro[2.5]octane-7-carboxamide